(R)-6-chloro-3-((1-(2-cyano-3-((4-cyanophenyl)ethynyl)-7-methylquinoxalin-5-yl)ethyl)amino)picolinic acid ClC1=CC=C(C(=N1)C(=O)O)N[C@H](C)C1=C2N=C(C(=NC2=CC(=C1)C)C#N)C#CC1=CC=C(C=C1)C#N